ammonium pyrrolidine dithiocarbamate C(N)([S-])=S.N1CCCC1.[NH4+]